ClC=1C=CC(=C(C1)[C@H]1C[C@H](C1)NC(=O)C=1N=NN(C1)[C@H](C)C=1C(=NC(=NC1)N1C([C@@H]2C[C@@H]2C1)=O)C)C#N |o1:19| N-((cis)-3-(5-chloro-2-cyanophenyl)cyclobutyl)-1-((R or S)-1-(4-methyl-2-((1R,5S)-2-oxo-3-azabicyclo[3.1.0]hexan-3-yl)pyrimidin-5-yl)ethyl)-1H-1,2,3-triazole-4-carboxamide